C(C)(C)(C)C1CNCCC12CCC(CC2)C=O tert-butyl-9-formyl-3-azaspiro[5.5]undecane